N-(2,2-difluoro-2-(pyridin-2-ylsulfonyl)ethyl)acetamide FC(CNC(C)=O)(S(=O)(=O)C1=NC=CC=C1)F